2-ethoxyethylacetate C(C)OCCOC(C)=O